S-(3-(2-hydroxyethoxy)-2-hydroxypropyl)-L-methionine sulfonium chloride [Cl-].[SH3+].OCCOCC(C[S+](CC[C@H](N)C(=O)O)C)O.[Cl-]